N-(8,1'-dihydroxy-[1,2']binaphthyl-4'-yl)-4-methoxy-benzenesulfonamide OC=1C=CC=C2C=CC=C(C12)C1=C(C2=CC=CC=C2C(=C1)NS(=O)(=O)C1=CC=C(C=C1)OC)O